C(=O)OC(C\C=C\CC)=O trans-3-hexenoyl formate